3-fluoro-N-(3-methyl-4-(piperazin-1-yl)phenyl)-4-(1,2,3,6-tetrahydropyridin-4-yl)benzamide FC=1C=C(C(=O)NC2=CC(=C(C=C2)N2CCNCC2)C)C=CC1C=1CCNCC1